6-(6-trifluoromethylpyridin-2-yl)-1H-1,3,5-triazine-2,4-dione FC(C1=CC=CC(=N1)C1=NC(NC(N1)=O)=O)(F)F